1-[(2,4-dimethoxyphenyl)methyl]-3-[(3s,4r)-3-fluoro-1-methylpiperidin-4-yl]-3-[(4-fluorophenyl)methyl]urea COC1=C(C=CC(=C1)OC)CNC(=O)N(CC1=CC=C(C=C1)F)[C@H]1[C@H](CN(CC1)C)F